2-bromo-7-chloro-9,9-dioctyl-9H-fluorene BrC1=CC=2C(C3=CC(=CC=C3C2C=C1)Cl)(CCCCCCCC)CCCCCCCC